NC(C(=O)O)(CCCCB(O)O)CCCN1CC(C1)NC(C1=C(C(=CC=C1)Cl)F)=O 2-amino-6-borono-2-(3-(3-(chloro-2-fluorobenzamido)azetidin-1-yl)propyl)hexanoic acid